C(C)(C)(C)OC(=O)N1CC2=C(C=C(C=C2CC1)CN(C)C)Br t-Butyl-8-bromo-6-((dimethylamino)methyl)-3,4-dihydroisoquinoline-2(1H)-carboxylate